norbornyl-methane C12(CCC(CC1)C2)C